Ethyl 1-(6-(((1r,4r)-4-(3-Chloro-4-cyanophenoxy)cyclohexyl)carbamoyl) pyridazin-3-yl)piperidine-4-carboxylate ClC=1C=C(OC2CCC(CC2)NC(=O)C2=CC=C(N=N2)N2CCC(CC2)C(=O)OCC)C=CC1C#N